NCCC=1C=C2CCN(C(C2=CC1OCC)CCC1=CNC2=CC=C(C=C12)OC)C(=O)N1CCOCC1 (6-(2-aminoethyl)-7-ethoxy-1-(2-(5-methoxy-1H-indol-3-yl)ethyl)-3,4-dihydroisoquinolin-2(1H)-yl)(morpholinyl)methanone